FC1(CN(CC1OS(=O)(=O)C(F)(F)F)C(=O)OC(C)(C)C)F tert-Butyl 3,3-difluoro-4-(trifluoromethylsulfonyloxy)pyrrolidine-1-carboxylate